CN(C(C)CC1=CC(=CC=C1)OC1=CC=CC2=CC=CC=C12)C N,N-dimethyl-3-(1-naphthoxy)amphetamine